BrC=1C=C(C=CC1Br)C1=CC(=C(C=C1)Br)Br 3,4,3',4'-tetrabromobiphenyl